BrC1=CC=C(C=C1)N1S(CCCC1)(=O)=O 2-(4-bromophenyl)-1,2-thiazinane 1,1-dioxide